2-(1-methoxybutan-2-yl)isoquinolin-1(2H)-one COCC(CC)N1C(C2=CC=CC=C2C=C1)=O